2-{[4-(3-fluorophenoxy)-6-hexylquinolin-2-yl](methyl)amino}acetic acid FC=1C=C(OC2=CC(=NC3=CC=C(C=C23)CCCCCC)N(CC(=O)O)C)C=CC1